(E)-4-(furan-2-ylmethylene)-1,2,3,4-tetrahydroacridine-9-carboxylic acid O1C(=CC=C1)\C=C\1/CCCC2=C(C3=CC=CC=C3N=C12)C(=O)O